2-(methoxymethyl)-N7-[(1S)-3,3-dimethylindan-1-yl]pyrazolo[1,5-a]pyrimidine-3,7-dicarboxamide COCC1=NN2C(N=CC=C2C(=O)N[C@H]2CC(C3=CC=CC=C23)(C)C)=C1C(=O)N